(1,3,5-tris(1,1-dimethylethyl)-phenyl)-methyl carbonate C(OCC1(CC(=CC(=C1)C(C)(C)C)C(C)(C)C)C(C)(C)C)([O-])=O